4-mercaptobenzoate SC1=CC=C(C(=O)[O-])C=C1